CC(CC(CO)O)C 4-methyl-1,2-pentylene glycol